FC(C(=O)O)(F)F.C(C)(C)(C)C1=C(N=CN1)C=C1C(NC(C(N1)=O)=CC1=CC=CC=C1)=O 3-[(5-tert-butyl-1H-imidazol-4-yl)methylene]-6-(benzylidene)-2,5-piperazinedione trifluoroacetate